2-bromo-1-[(4-methoxyphenyl)methoxy]-4-(trifluoromethyl)benzene BrC1=C(C=CC(=C1)C(F)(F)F)OCC1=CC=C(C=C1)OC